5-(6-(4-(hydroxymethyl)phenyl)-5-(piperidin-4-ylmethylamino)pyridazin-3-ylamino)pyrazine-2-carbonitrile OCC1=CC=C(C=C1)C1=C(C=C(N=N1)NC=1N=CC(=NC1)C#N)NCC1CCNCC1